FC(C1(CC1)C#CC1CCN(C2=C(O1)C=CC=C2)C2=NC=1N(C3=CC=CC(=C23)F)C(=NN1)C)F ((1-(difluoromethyl)cyclopropyl)ethynyl)-5-(6-fluoro-1-methyl-[1,2,4]triazolo[4,3-a]quinazolin-5-yl)-2,3,4,5-tetrahydrobenzo[b][1,4]oxazepine